FC1=C(C=NN1C)C1=CC=2C(=NC=CC2N2CC3CCC(C2)N3C(=O)OC(C)(C)C)N1 tert-butyl 3-(2-(5-fluoro-1-methyl-1H-pyrazol-4-yl)-1H-pyrrolo[2,3-b]pyridin-4-yl)-3,8-diazabicyclo[3.2.1]octane-8-carboxylate